ClCC(=O)NCCCCNC1=NC2=CC(=C(C=C2C(=N1)NC1CCN(CC1)C1CCCCC1)OC)OC 2-chloro-N-(4-((4-((1-cyclohexylpiperidin-4-yl)amino)-6,7-dimethoxyquinazolin-2-yl)amino)butyl)acetamide